8-methacryloylaminooctyl-triethoxysilane C(C(=C)C)(=O)NCCCCCCCC[Si](OCC)(OCC)OCC